C1N(CCC2=CC=CC=C12)C[C@H](CN1C[C@H](OC2=C(C1=O)C=CC(=C2)OC2CCN(CC2)CCO)C)O (2R)-4-[(2R)-3-(3,4-dihydro-1H-isoquinolin-2-yl)-2-hydroxy-propyl]-8-[[1-(2-hydroxyethyl)-4-piperidinyl]oxy]-2-methyl-2,3-dihydro-1,4-benzoxazepin-5-one